C(C)(C)(C)OC(=O)N1C[C@H](CC1)OC1=CC=C(C=C1C1=CC=C(C=C1)F)C(=O)N1[C@H](CN(CC1)C(=O)C=1C=C(C=C(C1)F)OC(=O)N1CCNCC1)C 3-((S)-4-(6-(((S)-1-tert-butoxycarbonylpyrrolidin-3-yl)oxy)-4'-fluoro-[1,1'-biphenyl]-3-carbonyl)-3-methylpiperazine-1-carbonyl)-5-fluorophenylpiperazine-1-carboxylate